benzyl (S)-2-(((benzyloxy) carbonyl) amino)-3-hydroxypropionate C(C1=CC=CC=C1)OC(=O)N[C@H](C(=O)OCC1=CC=CC=C1)CO